1-[5-hydroxy-2-(trifluoromethyl)quinazolin-4-yl]ethanone OC1=C2C(=NC(=NC2=CC=C1)C(F)(F)F)C(C)=O